2,3-dibromopropyl phosphate P(=O)(OCC(CBr)Br)([O-])[O-]